CNC(=O)C1=CC=C(C=C1)C=1N=C2SC3=C(N2C1)C=CC(=C3)C(=O)N[C@@H]3CN(CC3)C (S)-2-(4-(methylcarbamoyl)phenyl)-N-(1-methylpyrrolidin-3-yl)benzo[d]imidazo[2,1-b]thiazole-7-carboxamide